1-(4-((6-bromopyridin-3-yl)methyl)-2,3-dioxo-3,4-dihydropyrazin-1(2H)-yl)cyclopropane-1-carbonitrile BrC1=CC=C(C=N1)CN1C(C(N(C=C1)C1(CC1)C#N)=O)=O